nonanoic acid N-heptyl amide C(CCCCCC)NC(CCCCCCCC)=O